azocarboxylate N(=NC(=O)[O-])C(=O)[O-]